2-allyl-2-(5,6-dimethoxy-3-pyridyl)cyclohexanone C(C=C)C1(C(CCCC1)=O)C=1C=NC(=C(C1)OC)OC